tert-butyl (cyclopropylmethyl)((3R)-1-(6-(1-(5-(5-cyclopropylpyridin-3-yl)-1,3,4-thiadiazol-2-yl)ethyl)pyridazin-3-yl)piperidin-3-yl)carbamate C1(CC1)CN(C(OC(C)(C)C)=O)[C@H]1CN(CCC1)C=1N=NC(=CC1)C(C)C=1SC(=NN1)C=1C=NC=C(C1)C1CC1